C(C)(C)(C)OC(=O)N1[C@H]2CC(C[C@@H]1CC2)[C@@H]2[C@@H](CNCC2)OC (1R,3s,5S)-3-((3S,4R)-3-methoxypiperidin-4-yl)-8-azabicyclo[3.2.1]octane-8-carboxylic acid tert-butyl ester